Cl.ClC=1C=2C(C3=NC=C(C(=C3OC2C=CC1)C1=CC=C(C=C1)N1CCNCC1)CC)=O 9-chloro-3-ethyl-4-(4-(piperazin-1-yl)phenyl)-10H-chromeno[3,2-b]pyridin-10-one hydrochloride